C(CCCCCCC)SCC1(CC(=CC=C1O)CSCCCCCCCC)C 2,4-bis[(octylthio)methyl]o-cresol